N-(2-cyano-4-(8-(1-methyl-6-(trifluoromethyl)-1H-benzo[d]imidazol-5-yl)indolizine-3-carbonyl)phenyl)-2,3,5,6-tetrafluoro-4-(methylsulfonyl)benzamide C(#N)C1=C(C=CC(=C1)C(=O)C1=CC=C2C(=CC=CN12)C1=CC2=C(N(C=N2)C)C=C1C(F)(F)F)NC(C1=C(C(=C(C(=C1F)F)S(=O)(=O)C)F)F)=O